2,6-dichlorophenyl-rhodium ClC1=C(C(=CC=C1)Cl)[Rh]